ClC=1C(=C(C=CC1)NC(=S)C=1C(NCCC1NCC1=C(C=NC=C1)OCC1N(CC1)C(=O)OC(C)(C)C)=O)OC tert-butyl 2-[({4-[({3-[(3-chloro-2-methoxyphenyl)carbamothioyl]-2-oxo-5,6-dihydro-1H-pyridin-4-yl}amino)methyl]pyridin-3-yl}oxy)methyl]azetidine-1-carboxylate